FC(C=1C(=NC=CC1)C1=NC=C(C=C1)C(=O)[O-])(F)F 3'-(trifluoromethyl)-[2,2'-bipyridine]-5-carboxylate